2-Amino-4-(heptan-4-ylamino)-6-(4-(4-(2-hydroxyethyl)piperazine-1-carbonyl)-2-methoxybenzyl)pyridine NC1=NC(=CC(=C1)NC(CCC)CCC)CC1=C(C=C(C=C1)C(=O)N1CCN(CC1)CCO)OC